FC1=C(C(=CC=C1)F)[C@H]1CC[C@H](CC1)OC[C@@H]1NCCC[C@@H]1NS(=O)(=O)C N-((2R,3S)-2-(((cis-4-(2,6-difluorophenyl)cyclohexyl)oxy)-methyl)piperidin-3-yl)methanesulfonamide